(R)-N2-(3,3-Difluoro-1-methylpiperidin-4-yl)-5-(3-(2,2-difluoroethyl)-3H-imidazo[4,5-b]pyridin-5-yl)pyrrolo[2,1-f][1,2,4]triazine-2,4-diamine FC1(CN(CC[C@H]1NC1=NN2C(C(=N1)N)=C(C=C2)C2=CC=C1C(=N2)N(C=N1)CC(F)F)C)F